2-(2,6-dioxopiperidin-3-yl)-5-[1-[(1r,3r)-3-(piperidin-4-yloxy)cyclobutyl]piperidin-4-yl]isoindole-1,3-dione sodium bistrifluoroborate B(F)(F)F.B(F)(F)F.[Na].O=C1NC(CCC1N1C(C2=CC=C(C=C2C1=O)C1CCN(CC1)C1CC(C1)OC1CCNCC1)=O)=O